3-((dimethylamino)methyl)azetidin CN(C)CC1CNC1